methyl 4-(4-tert-butoxycarbonylpiperazin-1-yl)-1-tetrahydropyran-2-yl-pyrazolo[3,4-c]pyridine-7-carboxylate C(C)(C)(C)OC(=O)N1CCN(CC1)C1=C2C(=C(N=C1)C(=O)OC)N(N=C2)C2OCCCC2